Caprylyl-Triethoxysilane C(CCCCCCC)(=O)[Si](OCC)(OCC)OCC